C(C)OC=1C=C2C(C(N(C2=CC1)C)=O)=O 5-ethoxy-1-methyl-2,3-indolinedione